COCC(=O)N(C)C1=C2CCN=CC2=CC=C1 5-(2-methoxy-N-methylacetamido)-3,4-dihydroisoquinoline